1-(2-fluoro-5-(trifluoromethoxy)phenyl)-3,3-dimethyl-2-oxoindoline-5-carbaldehyde FC1=C(C=C(C=C1)OC(F)(F)F)N1C(C(C2=CC(=CC=C12)C=O)(C)C)=O